C1(=CC=CC=C1)C=1C=C(SC1)CCCC 1-(4-phenyl-thiophenyl)-butane